tert-butyl ((S)-1-((6aR,9R)-5-bromo-9-(diethylcarbamoyl)-7-methyl-6a,7,8,9-tetrahydroindolo[4,3-fg]quinolin-4(6H)-yl)-3-methyl-1-oxobutan-2-yl)carbamate formate C(=O)O.BrC=1N(C2=CC=CC=3C4=C[C@H](CN([C@@H]4CC1C32)C)C(N(CC)CC)=O)C([C@H](C(C)C)NC(OC(C)(C)C)=O)=O